FC1=C(C(=CC=C1C(=O)C1=NNC2=NC=C(C=C21)C=2C=NC(=NC2)O)F)NS(=O)(=O)CCC N-(2,6-difluoro-3-(5-(2-hydroxypyrimidin-5-yl)-1H-pyrazolo[3,4-b]pyridine-3-carbonyl)phenyl)propane-1-sulfonamide